C(#N)C1=C(C=CC=C1)NC(=O)OCC(=O)OCC Ethyl 2-{[(2-cyanophenyl)-carbamoyl]oxy}acetate